C([C@@H]1C(C(C(C(O1)O)O)O)O)OP(=O)(O)O The molecule is any D-hexose 6-phosphate in which the hexose is in the pyranose form. It is a conjugate acid of a D-hexopyranose 6-phosphate(2-).